6-(1-(1-(3-oxa-7,9-diazabicyclo[3.3.1]nonane-7-carbonyl)piperidin-4-yl)-1H-pyrazol-4-yl)-4-methoxypyrazolo[1,5-a]pyridine-3-carbonitrile C12COCC(CN(C1)C(=O)N1CCC(CC1)N1N=CC(=C1)C=1C=C(C=3N(C1)N=CC3C#N)OC)N2